N-(2-chloro-4-fluoro-3-((5-fluoro-3-methyl-4-oxo-3,4-dihydroquinazolin-6-yl)amino)phenyl)-2-azaspiro[3.3]heptane ClC1=C(C=CC(=C1NC=1C(=C2C(N(C=NC2=CC1)C)=O)F)F)N1CC2(C1)CCC2